FC1=CC2=C(N(C=N2)C(=O)[O-])C(=C1)CCC(F)(F)F 5-fluoro-7-(3,3,3-trifluoropropyl)-1H-benzo[d]imidazole-1-carboxylate